C1(CCCCC1)[C@@]1(C(NC2=C(C=CC=C12)C(F)(F)F)=O)C1=CC2=C(B(OC2)O)C=C1 (R)-3-cyclohexyl-3-(1-hydroxy-1,3-dihydrobenzo[c][1,2]oxaborol-5-yl)-7-(trifluoromethyl)indolin-2-one